(1-(4-(2-((methylamino)methyl)phenyl)thiophen-2-yl)ethyl)carbamic acid tert-butyl ester C(C)(C)(C)OC(NC(C)C=1SC=C(C1)C1=C(C=CC=C1)CNC)=O